CC1=NSC(=C1)NC=1C(=CC=CC1)N N1-(3-methylisothiazol-5-yl)benzene-1,2-diamine